C(C)OC(CCC1=C(C(=C(C=C1)F)[N+](=O)[O-])C)=O 3-(4-fluoro-2-methyl-3-nitrophenyl)propionic acid ethyl ester